(R)-2-((1-(3-([1,4'-bipiperidin]-1'-yl)-2-cyano-7-methylquinoxalin-5-yl)-ethyl)amino)benzoic acid N1(CCCCC1)C1CCN(CC1)C=1C(=NC2=CC(=CC(=C2N1)[C@@H](C)NC1=C(C(=O)O)C=CC=C1)C)C#N